(R)-5-((((6-(2-chloro-3-(3-chloro-2-(3-methoxy-4-(((tetrahydro-2H-pyran-4-yl)amino)methyl)phenyl)pyridin-4-yl)phenyl)-2-methoxypyridin-3-yl)methyl)amino)methyl)pyrrolidin-2-one ClC1=C(C=CC=C1C1=C(C(=NC=C1)C1=CC(=C(C=C1)CNC1CCOCC1)OC)Cl)C1=CC=C(C(=N1)OC)CNC[C@H]1CCC(N1)=O